ClC1=C(C=CC=C1)CN1N=C(C=C1C1=CC(=CC=C1)OCC1CCCC1)COC(C(=O)O)(C)C 2-([1-[(2-Chlorophenyl)methyl]-5-[3-(cyclopentylmethoxy)phenyl]1H-pyrazol-3-yl]methoxy)-2-methylpropanoic acid